CS(=O)(=O)[O-].C(CCCCCCCC)[NH+]1C(CCCC1)CCC 1-Nonyl-2-propylpiperidinium methansulfonat